(1s,4s)-5'-Bromo-4'-chloro-4-methyl-1',2'-dihydrospiro[cyclohexane-1,3'-pyrrolo[2,3-b]pyridine]-4-ol BrC=1C(=C2C(=NC1)NCC21CCC(CC1)(O)C)Cl